N-(2-trifluoromethylphenylsulfonyloxy)bicyclo[2.2.1]hept-5-ene-2,3-dicarboximide FC(C1=C(C=CC=C1)S(=O)(=O)ON1C(=O)C2C3C=CC(C2C1=O)C3)(F)F